FC1=CC=C(C=N1)CN(C1=CC(OC1)=O)CC(F)F 4-{[(6-fluoropyridin-3-yl)methyl](2,2-difluoroethyl)amino}furan-2(5H)-one